C(C1=CC=CC=C1)C1=C(C=CC(=C1)C)CC=O 2-(2-Benzyl-4-methylphenyl)acetaldehyde